(S,E)-5,5-dimethyl-4-phenyl-3-(3-(2-(Trifluoromethyl)phenyl)acryloyl)oxazolidin-2-one CC1([C@@H](N(C(O1)=O)C(\C=C\C1=C(C=CC=C1)C(F)(F)F)=O)C1=CC=CC=C1)C